C1(CC1)C=1C=C(C=CC1NC1=NC=C(C(=N1)[Sn](C)(C)C)C(F)(F)F)N1CC2N(C(C1)C2)C(=O)OC(C)(C)C tert-butyl 3-[3-cyclopropyl-4-[[5-(trifluoromethyl)-4-trimethylstannyl-pyrimidin-2-yl]amino]phenyl]-3,6-diazabicyclo[3.1.1]heptane-6-carboxylate